2'-ethoxy-3,4'-bipyridine-3'-carbonitrile C(C)OC1=NC=CC(=C1C#N)C=1C=NC=CC1